dimethylaminopropylamine CN(C)CCCN